C12(CC(C1)C2)NC=2C1=C(N=C(N2)N2CC(C2)C2=CC(=CC=C2)F)CC[S@]1=O (R)-4-(bicyclo[1.1.1]pentan-1-ylamino)-2-(3-(3-fluorophenyl)azetidin-1-yl)-6,7-dihydrothieno[3,2-d]pyrimidine 5-oxide